Cl.NC/C(/CN1N=CN(C1=O)CC=1SC(=CC1)C#CC=1C=NC(=CC1)N1CCOCC1)=C\F 2-[(E)-2-(aminomethyl)-3-fluoro-allyl]-4-[[5-[2-(6-morpholino-3-pyridinyl)ethynyl]-2-thienyl]methyl]-1,2,4-triazol-3-one hydrochloride